2,3,4,7,8,9,10,11,12,13,14,15,16,17-tetradecahydro-1H-cyclopenta[a]phenanthren-3-yl 4-(bis(3-((tert-butoxycarbonyl)amino)propyl)amino)-4-oxobutanoate C(C)(C)(C)OC(=O)NCCCN(C(CCC(=O)OC1CCC2C3CCC4CCCC4C3CC=C2C1)=O)CCCNC(=O)OC(C)(C)C